tris(2-ethyl)amine CCN(CC)CC